N-(cis-2-(((cis-4-methylcyclohexyl)oxy)methyl)-piperidin-3-yl)methane-sulfonamide C[C@H]1CC[C@H](CC1)OC[C@@H]1NCCC[C@@H]1NS(=O)(=O)C